C(C)(=O)OC1=CCOC12C[C@H](N(CC2)C(=O)OC(C)(C)C)C tert-butyl (7R)-4-acetoxy-7-methyl-1-oxa-8-azaspiro[4.5]dec-3-ene-8-carboxylate